C(C)P(CCP(CC)CC)CC 1,2-Bis(diethyl-phosphino)ethan